tert-Butyl 2-(4-(4-(trifluoromethyl)phenyl)thiazol-2-yl)-2,7-diazaspiro[3.5]nonane-7-carboxylate FC(C1=CC=C(C=C1)C=1N=C(SC1)N1CC2(C1)CCN(CC2)C(=O)OC(C)(C)C)(F)F